C(\C(\C)=C/C(=O)[O-])(=O)[O-].[K+].[K+] dipotassium citraconate